FC1=CC(=C(C=C1)C1=CC(=NC=C1)NC(NC=1C=C(C(=O)NC2CCOCC2)C=CC1)=O)OC 3-(3-(4-(4-fluoro-2-methoxyphenyl)pyridin-2-yl)ureido)-N-(tetrahydro-2H-pyran-4-yl)benzamide